C(C)(=O)N1CC(C1)(C)CC(=O)N1C(CC(C1)F)C(=O)NC(C1=CC=C(C=C1)C(C)C)C1=CC=CC=C1 1-[2-(1-acetyl-3-methylazetidin-3-yl)acetyl]-4-fluoro-N-{phenyl-[4-(propan-2-yl)phenyl]methyl}pyrrolidine-2-carboxamide